2-(4-aminopiperidin-1-yl)-9-isopropyl-N-(2-(pyridin-2-yl)benzyl)-9H-purin-6-amine NC1CCN(CC1)C1=NC(=C2N=CN(C2=N1)C(C)C)NCC1=C(C=CC=C1)C1=NC=CC=C1